3-Amino-7-chloro-4-(3-methyl-1H-indazol-4-yl)-1,5-naphthyridin-2(1H)-one NC=1C(NC2=CC(=CN=C2C1C1=C2C(=NNC2=CC=C1)C)Cl)=O